2-(4-fluoro-3-nitrophenyl)ethylenediamine FC1=C(C=C(C=C1)C(CN)N)[N+](=O)[O-]